1,1'-oxybis-2-propanol dibenzoate C(C1=CC=CC=C1)(=O)O.C(C1=CC=CC=C1)(=O)O.O(CC(C)O)CC(C)O